(2S,4R)-1-(2-(3-acetyl-5-(3-(trifluoromethyl)-5,6-dihydro-[1,2,4]triazolo[4,3-a]pyrazin-7(8H)-yl)-1H-indazol-1-yl)acetyl)-N-(6-bromopyridin-2-yl)-4-fluoropyrrolidine-2-carboxamide C(C)(=O)C1=NN(C2=CC=C(C=C12)N1CC=2N(CC1)C(=NN2)C(F)(F)F)CC(=O)N2[C@@H](C[C@H](C2)F)C(=O)NC2=NC(=CC=C2)Br